(4-benzyloxyphenyl)-2-(4-benzyloxyphenylamino)propan-1-one C(C1=CC=CC=C1)OC1=CC=C(C=C1)C(C(C)NC1=CC=C(C=C1)OCC1=CC=CC=C1)=O